C1(=CC=CC=C1)N(C1=CC=CC=C1)C1=CC=C2C=CC3=C(C=CC4=CC=C1C2=C34)N(C3=CC=CC=C3)C3=CC=CC=C3 1,6-bis(N,N-diphenylamino)pyrene